tert-butyl ((4R,5R,6S)-4-(6-amino-3-fluoropyridin-2-yl)-5-fluoro-4-methyl-6-(trifluoromethyl)-5,6-dihydro-4H-1,3-oxazin-2-yl)carbamate NC1=CC=C(C(=N1)[C@]1(N=C(O[C@@H]([C@@H]1F)C(F)(F)F)NC(OC(C)(C)C)=O)C)F